(S)-1'-(3-(1-(quinolin-4-yl)vinyl)-1H-pyrazolo[3,4-b]pyrazin-6-yl)-1,3-dihydro-spiro[inden-2,4'-piperidin]-1-amine N1=CC=C(C2=CC=CC=C12)C(=C)C1=NNC2=NC(=CN=C21)N2CCC1(CC2)[C@@H](C2=CC=CC=C2C1)N